ClC1=CC=C(C=C1)C1(CC1)O 1-(p-chlorophenyl)cyclopropyl alcohol